[Li].C(C1=CC=CC=C1)(=O)O Benzoic acid lithium